C(CCCCCCCCCCCCCCCCC)C(NC)CCCCCCCCCCCCCCCCCC dioctadecyldimethylamine